cis-5-((3R,5S)-4-(tert-butoxycarbonyl)-3,5-dimethylpiperazin-1-yl)-2-methoxyquinoline-8-carboxylic acid C(C)(C)(C)OC(=O)N1[C@@H](CN(C[C@@H]1C)C1=C2C=CC(=NC2=C(C=C1)C(=O)O)OC)C